ClC1=NC=C(C(=N1)C=1C=C(C2=C(N(C(=N2)COC2OCCCC2)C(C)C)C1)F)Cl 6-(2,5-dichloropyrimidin-4-yl)-4-fluoro-2-{[(oxacyclohexan-2-yl)oxy]methyl}-1-(propan-2-yl)-1H-benzimidazole